ClC=1C=C(C=C(C1)Cl)C=1N=CC=C2C(C(=CN(C12)CC1=CC=C(C=C1)OC)C(=O)OCC)=O ethyl 8-(3,5-dichlorophenyl)-1-[(4-methoxyphenyl) methyl]-4-oxo-1,7-naphthyridine-3-carboxylate